OC1CCC(N(C1)CC1=NOC(=N1)C1=C(C(=C(C(=C1)F)F)O)F)=O 5-Hydroxy-1-((5-(2,4,5-trifluoro-3-hydroxyphenyl)-1,2,4-oxadiazol-3-yl)methyl)piperidin-2-one